(S)-N-(4-((1R,3R)-6-ethynyl-3-methyl-2-(2,2,2-trifluoroethyl)-2,3,4,9-tetrahydro-1H-pyrido[3,4-b]indol-1-yl)-3,5-difluorophenyl)-1-(3-fluoropropyl)pyrrolidin-3-amine C(#C)C=1C=C2C3=C(NC2=CC1)[C@H](N([C@@H](C3)C)CC(F)(F)F)C3=C(C=C(C=C3F)N[C@@H]3CN(CC3)CCCF)F